NC=1N=NC(=CC1N1CC2CCC(C1)N2CC=2C=C(C=CC2)CN2CCN(CC2)C(=O)OC(C)(C)C)Cl tert-butyl 4-[[3-[[3-(3-amino-6-chloro-pyridazin-4-yl)-3,8-diazabicyclo[3.2.1]octan-8-yl]methyl]phenyl]methyl]piperazine-1-carboxylate